tert-butyl 4-(4-(4-(1-(tert-butoxycarbonyl)-1,2,3,6-tetrahydropyridin-4-yl)benzamido)-3-methylphenyl)piperazine-1-carboxylate C(C)(C)(C)OC(=O)N1CCC(=CC1)C1=CC=C(C(=O)NC2=C(C=C(C=C2)N2CCN(CC2)C(=O)OC(C)(C)C)C)C=C1